1,3-bis-(tert-butylperoxyisopropyl)benzene tert-butyl-((2R,4R,5R)-2-((S)-1-(4-fluorophenyl)-1,2,3,4-tetrahydroisoquinoline-2-carbonyl)-5-hydroxytetrahydro-2H-pyran-4-yl)carbamate C(C)(C)(C)N(C(O)=O)[C@@H]1C[C@@H](OC[C@@H]1O)C(=O)N1[C@H](C2=CC=CC=C2CC1)C1=CC=C(C=C1)F.C(C)(C)(C)OOC(C)(C)C1=CC(=CC=C1)C(C)(C)OOC(C)(C)C